5-bromo-N-[(4-methoxyphenyl)methyl]-N-methyl-6-[3-(trifluoromethyl)anilino]pyridine-3-sulfonamide BrC=1C=C(C=NC1NC1=CC(=CC=C1)C(F)(F)F)S(=O)(=O)N(C)CC1=CC=C(C=C1)OC